ClC1=CC=C(CC=2NC(=C(N2)C2=C(C=C(C=C2)Cl)Cl)C)C=C1 2-(4-Chlorobenzyl)-4-(2,4-dichlorophenyl)-5-methylimidazole